ClC=1C(=CCN(C1)CC1=CC=C(C=C1)F)CCN[C@@H]1C(N(C2=C(OC1)C=C1C(=C2)N=C(O1)C1CC1)C)=O (S)-5-Chloro-4-(2-((2-cyclopropyl-5-methyl-6-oxo-5,6,7,8-tetrahydrooxazolo[4',5':4,5]benzo[1,2-b][1,4]oxazepine-7-yl)amino)ethyl)-1-(4-fluorobenzyl)-1H-pyridine